2-(7-((1S,2R,5R)-8-ethyl-8-azabicyclo[3.2.1]octan-2-yl)-6,7-dihydro-5H-pyrrolo[2,3-c]pyridazin-3-yl)-3-methyl-5-(trifluoromethyl)phenol C(C)N1[C@@H]2[C@@H](CC[C@H]1CC2)N2CCC1=C2N=NC(=C1)C1=C(C=C(C=C1C)C(F)(F)F)O